ClC1=C(C=CC(=C1F)NC=1C2=C(N=CN1)C=CC(=N2)N2[C@@H]1CN[C@H](C2)C1)C1(CC1)C#N 1-[2-chloro-4-[[6-[(1S,4S)-2,5-diazabicyclo[2.2.1]heptan-2-yl]pyrido[3,2-d]pyrimidin-4-yl]amino]-3-fluoro-phenyl]cyclopropanecarbonitrile